N1=CC=C(C=C1)CN1C=C([C@H]2[C@H](O)[C@H](O)[C@@H](CO)O2)C(NC1=O)=O 1-(pyridin-4-ylmethyl)pseudouridine